[C-](S(=O)(=O)C(F)(F)F)(S(=O)(=O)C(F)(F)F)S(=O)(=O)C(F)(F)F.C[N+](C)(C)C Tetramethylammonium tris(trifluoromethanesulfonyl)methide